CC1(CC(C1)(C1=NN=CN1C)C1=CC(=CC=C1)Br)O methyl-(1s,3s)-3-(3-bromophenyl)-3-(4-methyl-4H-1,2,4-triazol-3-yl)cyclobutanol